NC(=O)C1=CC=CC2=CN(N=C12)C1=CC=C(C(=O)NCC[NH+]2CCCCC2)C=C1 1-[2-({4-[7-(aminocarbonyl)-2H-indazole-2-yl]benzoyl}amino)ethyl]piperidinium